5-((4-(7-ethyl-[1,2,4]triazolo[1,5-a]pyridin-6-yl)piperidin-1-yl)sulfonyl)-2-methylthiazole C(C)C1=CC=2N(C=C1C1CCN(CC1)S(=O)(=O)C1=CN=C(S1)C)N=CN2